N-(1-cyanopyrrolidin-3-yl)-6-phenoxypyridine-3-sulfonamide C(#N)N1CC(CC1)NS(=O)(=O)C=1C=NC(=CC1)OC1=CC=CC=C1